tert-butyl (±)-(15-(3,4-dihydroxyphenyl)-1-(4-(6-methyl-1,2,4,5-tetrazin-3-yl)-phenoxy)-13-oxo-3,6,9-trioxa-12-azapentadecanyl)carbamate OC=1C=C(C=CC1O)CCC(NCCOCCOCCOC[C@@H](OC1=CC=C(C=C1)C=1N=NC(=NN1)C)NC(OC(C)(C)C)=O)=O |r|